ClC=1C=C(C(=NC1)N1C([C@H](N(C(C1)=O)CC1=CC(=C(C=C1)C)F)C1COC1)=O)F (R)-1-(5-chloro-3-fluoropyridin-2-yl)-4-(3-fluoro-4-methylbenzyl)-3-(oxetan-3-yl)piperazine-2,5-dione